O[C@@]1(C(N(CC1)C)=O)C1=CC(=NO1)C1=NC(=CC=C1)C1=NC(=NC=C1)NC=1C=NN(C1)CC(C)(C)O (R)-3-Hydroxy-3-(3-(6-(2-((1-(2-hydroxy-2-methylpropyl)-1H-pyrazol-4-yl)amino)pyrimidin-4-yl)pyridin-2-yl)isoxazol-5-yl)-1-methylpyrrolidin-2-one